(1R,2R)-N-(2-(azetidine-1-carbonyl)-3-(4-methyl-6-propionylpyridin-3-yl)-1,6-naphthyridin-7-yl)-2-fluorocyclopropane-1-carboxamide N1(CCC1)C(=O)C1=NC2=CC(=NC=C2C=C1C=1C=NC(=CC1C)C(CC)=O)NC(=O)[C@@H]1[C@@H](C1)F